tert-Butyl 8-(2,5-difluoro-4-methoxycarbonylphenyl)-2,4-dihydro-1,3-benzoxazine-3-carboxylate FC1=C(C=C(C(=C1)C(=O)OC)F)C1=CC=CC=2CN(COC21)C(=O)OC(C)(C)C